C(C)(C)(C)OC(=O)NCCCCC1=C(C=CC(=C1)F)NC1=C(C(=O)O)C=C(C=C1)C(F)(F)F 2-((2-(4-((tert-Butoxycarbonyl)amino)butyl)-4-fluorophenyl)amino)-5-(trifluoromethyl)benzoic acid